C1(CC1)NC(C1=C(C=C(C=C1OC)C=1C=NN2C1C=CC(=C2)C2CCOCC2)OC(F)F)=O N-cyclopropyl-2-(difluoromethoxy)-6-methoxy-4-(6-tetrahydropyran-4-yl-pyrazolo[1,5-a]pyridin-3-yl)benzamide